2,5-bis(5-tert-butylbenzoxazol-2-yl)thiophen C(C)(C)(C)C=1C=CC2=C(N=C(O2)C=2SC(=CC2)C=2OC3=C(N2)C=C(C=C3)C(C)(C)C)C1